FC(C(=O)O)(F)F.ClC=1C=CC(=C(C1)NC1C2=C(C=3N(CC1)N=NC3C)C=CC(=C2)C=2CCN(CC2)C2CCCC2)F N-(5-chloro-2-fluorophenyl)-9-(1-cyclopentyl-1,2,3,6-tetrahydropyridin-4-yl)-1-methyl-6,7-dihydro-5H-benzo[c][1,2,3]triazolo[1,5-a]azepin-7-amine 2,2,2-trifluoroacetate